5-(2,5-dimethylpiperazin-1-yl)-2,3-dihydro-1,4-benzodioxine CC1N(CC(NC1)C)C1=CC=CC=2OCCOC21